(R)-4-Chlorobenzenesulfinic acid isopropyl ester C(C)(C)O[S@@](=O)C1=CC=C(C=C1)Cl